ClC1=CN(C2=CC=C(C=C12)CN)C (3-Chloro-1-methyl-1H-indol-5-yl)methylamine